(S)-N1-tert-Butyl-N2-(2,4-dichlorobenzyl)-5-oxopyrrolidine-1,2-dicarboxamide C(C)(C)(C)NC(=O)N1[C@@H](CCC1=O)C(=O)NCC1=C(C=C(C=C1)Cl)Cl